CN1C(C=2CCCCC2C(=C1)C(=O)O)=O 2-methyl-1-oxo-1,2,5,6,7,8-hexahydroisoquinoline-4-carboxylic acid